N(=[N+]=[N-])[C@@H]1[C@H]([C@@H](SC2=C(C=CC(=C2)Br)Cl)O[C@@H]([C@@H]1O)CO)O 5-bromo-2-chlorophenyl 3-azido-3-deoxy-1-thio-α-D-galactopyranoside